NCCNCCC[Si](OC)(OC)C N-(β-Aminoethyl)-γ-aminopropylmethyldimethoxysilan